8-oxo-2,7-diazaspiro[4.4]nonane-2-carboxylic acid tert-butyl ester C(C)(C)(C)OC(=O)N1CC2(CC1)CNC(C2)=O